methyl (S)-2-((S)-2-((tert-butoxycarbonyl)amino)-3-(4-iodooxazol-2-yl)propanoyl)-2,3-diazabicyclo[3.1.1]heptane-4-carboxylate C(C)(C)(C)OC(=O)N[C@H](C(=O)N1C2CC([C@H](N1)C(=O)OC)C2)CC=2OC=C(N2)I